ClC1=C(OC2=CC=C(C=C2)C2CCCN3C2=NS(CC3)(=O)=O)C=C(C=C1)C(F)(F)F 9-{4-[2-chloro-5-(trifluoromethyl)phenoxy]phenyl}-3,4,6,7,8,9-hexahydropyrido[2,1-c][1,2,4]thiadiazine 2,2-dioxide